dioxan-2-amine O1C(COCC1)N